C(CCCCCCCC)(C(=O)O)(C(=O)O)C(=O)O nonantricarboxylic acid